5-(5-((1S,2R)-2-isopropylcyclopropyl)-1-methyl-6-carbonyl-1,6-Dihydropyridazin-3-yl)pyrimidine-2,4(1H,3H)-dione C(C)(C)[C@@H]1[C@H](C1)C1=CC(=NN(C1=C=O)C)C=1C(NC(NC1)=O)=O